2-(1-hydroxy-1H-indol-3-yl)-N-(2-methoxyphenyl)acetamide ON1C=C(C2=CC=CC=C12)CC(=O)NC1=C(C=CC=C1)OC